4a-(2-chloro-4-methoxyphenyl)octahydro-2H-benzo[b][1,4]oxazine hydrochloride Cl.ClC1=C(C=CC(=C1)OC)C12C(OCCN1)CCCC2